4-(3-((tert-butyldimethyl-silyl)oxy)propyl)-6-chloro-2-methyl-2H-indazol-5-amine C(C)(C)(C)[Si](OCCCC=1C2=CN(N=C2C=C(C1N)Cl)C)(C)C